4-chloro-5,6,7,8-tetrahydroquinolin-5-ol ClC1=CC=NC=2CCCC(C12)O